2-(4-(((2,4-diaminopteridin-6-yl)methyl)amino)benzoyl)pentanoic acid NC1=NC2=NC=C(N=C2C(=N1)N)CNC1=CC=C(C(=O)C(C(=O)O)CCC)C=C1